FC1=C(C=C(C=C1)F)CN1N=C(N=C1)C(=O)N[C@H]1C(N(C=2N(CC1)C(=NC2)C)C)=O 1-[(2,5-difluorophenyl)methyl]-N-[(3R)-1,7-dimethyl-2-oxo-4,5-dihydro-3H-imidazo[1,5-a][1,3]diazepin-3-yl]-1,2,4-triazole-3-carboxamide